2-(3,4-difluorophenyl)oxirane FC=1C=C(C=CC1F)C1OC1